O=C1C2(CC2CCN1)C(=O)OC Methyl 2-oxo-3-azabicyclo[4.1.0]heptane-1-carboxylate